NC=1C2=C(N=C(N1)S(=O)(=O)CCC)N(N=N2)C2CC(C1C2OC(O1)(C)C)CO 6-[7-Amino-5-(propylsulfonyl)-3H-1,2,3-triazolo[4,5-d]pyrimidin-3-yl]-tetrahydro-2,2-dimethyl-4H-cyclopenta-1,3-dioxole-4-methanol